tert-butyl (2S)-4-(4-bromo-2-pyridinyl)-2-methyl-piperazine-1-carboxylate BrC1=CC(=NC=C1)N1C[C@@H](N(CC1)C(=O)OC(C)(C)C)C